C(C)(C)OC=1C=C(CNC(=O)C2CCN(CC2)C2=NC(=NO2)C2=CC=C(C=C2)OC)C=CC1 N-(3-isopropoxybenzyl)-1-(3-(4-methoxyphenyl)-1,2,4-oxadiazol-5-yl)piperidine-4-carboxamide